CC1=NN(C(=C1C1=CC=C(N)C=C1)C)COCC[Si](C)(C)C 4-[3,5-dimethyl-1-(2-trimethylsilylethoxymethyl)pyrazol-4-yl]aniline